S1C2=C(C=C1)C=CC(=C2)C=2C=C1CCN(CC1=CC2)C(=O)NC2=CNC1=CC=C(C=C21)Cl 6-(benzo[b]thiophen-6-yl)-N-(5-chloro-1H-indol-3-yl)-3,4-dihydroisoquinoline-2(1H)-carboxamide